((1H-imidazol-5-yl)methyl)-1-(5-methylfuran-2-yl)methylamine trifluoroacetate salt FC(C(=O)O)(F)F.N1C=NC=C1CNCC=1OC(=CC1)C